C(=C)N(CC1=CC=CC=C1)CCC(C)O[Si](OCC)(OCC)CCCN (N-vinylbenzylaminoethyl)-γ-aminopropyltriethoxysilane